C(#N)COC1=C(C(=C(C=C1)C1=CN=C2N1C=CN=C2NC2=CC(=C(C(=O)NCCOCCN(C)C)C=C2)CC)F)F 4-[[3-[4-(cyanomethoxy)-2,3-difluorophenyl]imidazo[1,2-a]pyrazin-8-yl]amino]-N-[2-[2-(dimethylamino)ethoxy]ethyl]-2-ethylbenzamide